FC1=C(C=C(C=C1)N(C(=O)C=1C=CC=2N(C1)C(=CN2)C=2C=NC(=CC2)NC(CC)=O)C)OC N-(4-fluoro-3-methoxy-phenyl)-N-methyl-3-[6-(propionylamino)-3-pyridinyl]imidazo[1,2-a]pyridine-6-carboxamide